mono-sulfur calcium [Ca].[S]